OC(CS=S(=O)([O-])C)C S-(2-hydroxypropyl)thiomethanesulfonate